20,27-dihydroxydotriaconta-14,17,21,23,25,29-hexaenoate OC(CC=CCC=CCCCCCCCCCCCCC(=O)[O-])C=CC=CC=CC(CC=CCC)O